ClC(C(=O)N1CC(C1)C1=NN(C2=NC=CC(=C21)[C@@H](CO)O)C2=CC=C(C=C2)OC(F)(F)F)=C (S)-2-Chloro-1-(3-(4-(1,2-dihydroxyethyl)-1-(4-(trifluoromethoxy)phenyl)-1H-pyrazolo[3,4-b]pyridin-3-yl)azetidin-1-yl)prop-2-en-1-one